CN1CCC(CC1)NC(=O)NC(C(=O)O)CCN(CCCCC1=NC=2NCCCC2C=C1)CCOC1=CC=CC=C1 2-[(1-methyl-4-piperidyl)carbamoylamino]-4-[2-phenoxyethyl-[4-(5,6,7,8-tetrahydro-1,8-naphthyridin-2-yl)butyl]amino]butanoic acid